N1CCC2C=CC=CC12 3a,7a-dihydro-2H-indole